N-(5-chloro-2-nitrophenyl)-N-Methylmethanesulfonamide ClC=1C=CC(=C(C1)N(S(=O)(=O)C)C)[N+](=O)[O-]